N-butyl-N-methylpyrrolidinium CCCC[N+]1(CCCC1)C